BrC1=CC=C(C=C1)NC(=O)NC(CN(C)C)C 1-(4-bromophenyl)-3-(1-(dimethylamino)propan-2-yl)urea